C(#N)C1=NC(=CC=C1N1CCN(CC1)CC1=CC(=NC=N1)NC(=O)NCC)C=1NC=CN1 1-(6-((4-(2-cyano-6-(1H-imidazol-2-yl)pyridin-3-yl)piperazin-1-yl)methyl)pyrimidin-4-yl)-3-ethylurea